ClC1=CC=C(C[C@H]2CO[C@H](CN2C(=O)OC(C)(C)C)[C@@H](C(F)(F)F)OC(=S)OC2=CC=CC=C2)C=C1 (2R,5S)-tert-butyl 5-(4-chlorobenzyl)-2-((S)-2,2,2-trifluoro-1-((phenoxy-carbonothioyl)oxy)ethyl)morpholine-4-carboxylate